N-(2-(5-fluoro-1H-indol-3-yl)ethyl)-N-isopropylprop-2-en-1-amine FC=1C=C2C(=CNC2=CC1)CCN(CC=C)C(C)C